N1N=NC2=C1C=CC(=C2)C(=O)N2C[C@H]1[C@](C2)(CNC1)F trans-5-(1H-Benzotriazol-5-carbonyl)-3a-fluoro-hexahydro-pyrrolo[3,4-c]pyrrol